7-chloro-5-methoxyindole-1-carboxylate ClC=1C=C(C=C2C=CN(C12)C(=O)[O-])OC